OC1=C(C=C2C(=C(C(OC2=C1C=O)=O)CC(N1C[C@@H]2[C@H](C1)COC2)=O)C)OC 7-hydroxy-6-methoxy-4-methyl-2-oxo-3-(2-oxo-2-((3aR,6aS)-tetrahydro-1H-furo[3,4-c]pyrrol-5(3H)-yl)ethyl)-2H-chromen-8-carbaldehyde